C1=CC=CC=2C3=CC=CC=C3C(C12)COC(=O)N[C@H](C(=O)O)CC1=NC2=C(N1C(=O)OC(C)(C)C)C=CC=C2 (S)-2-((((9H-fluoren-9-yl)methoxy)carbonyl)amino)-3-(1-(tert-butoxycarbonyl)-1H-benzo[d]imidazol-2-yl)propanoic acid